amino-acetonitrile NCC#N